4,4'-(propane-2,2-diylbis(thio))bis(2-(tert-butyl)-6-(4-hydroxy-2-methylbutan-2-yl)phenol) CC(C)(SC1=CC(=C(C(=C1)C(C)(CCO)C)O)C(C)(C)C)SC1=CC(=C(C(=C1)C(C)(CCO)C)O)C(C)(C)C